BrC1=C(C(=C2C=3C(=C(C(=C(C3NC2=C1[2H])[2H])[2H])[2H])[2H])[2H])[2H] 7-bromo-9H-carbazole-1,2,3,4,5,6,8-d7